N1C=C(C2=CC=CC=C12)CC(CCCC)NC(=O)C1=CN=C(S1)N1CCN(CC1)C=1C=NC=NC1 N-(1-(1H-indol-3-yl)hex-2-yl)-2-(4-(pyrimidin-5-yl)piperazin-1-yl)thiazole-5-carboxamide